((3S,4R)-4-((4-(4-(trifluoromethyl)phenyl)phthalazin-1-yl)amino)pyrrolidin-3-yl)methanol FC(C1=CC=C(C=C1)C1=NN=C(C2=CC=CC=C12)N[C@@H]1[C@H](CNC1)CO)(F)F